4-(4-(2,5-Diazabicyclo[2.2.2]octan-2-yl)-8-fluoro-2-(((2S,7aR)-2-fluorotetrahydro-1H-pyrrolizin-7a(5H)-yl)methoxy-d2)pyrido[4,3-d]pyrimidin-7-yl)-5-(ethynyl-d)-6-fluoronaphthalen-2-ol C12N(CC(NC1)CC2)C=2C1=C(N=C(N2)OC([2H])([2H])[C@@]23CCCN3C[C@H](C2)F)C(=C(N=C1)C1=CC(=CC2=CC=C(C(=C12)C#C[2H])F)O)F